C(C)(C)C(C(C)C)(C(CC(C)(C)C)C)O 3-Isopropyl-2,4,6,6-tetramethyl-heptan-3-ol